ClC1=C(C(=O)C2=CNC3=C2C2=C(NC([C@](N2)(C)COC([2H])([2H])[2H])=O)C=N3)C=CC(=C1)CN1N=C(C=C1)C (S)-9-(2-chloro-4-((3-methyl-1H-pyrazol-1-yl)methyl)benzoyl)-2-((methoxy-d3)methyl)-2-methyl-1,2,4,7-tetrahydro-3H-pyrrolo[3',2':5,6]pyrido[3,4-B]pyrazin-3-one